C(#N)C1=CC=C(C(=O)S(C)(C)(=C)Br)C=C1 4-(cyano)benzoylmethylidenedimethyl-sulfur bromide